C1(=CC=CC=C1)C=1C=C2CC\C(\C(C2=CC1)=O)=C/C=1C=C2N=CC=NC2=CC1 (E)-6-phenyl-2-(quinoxalin-6-ylmethylene)-3,4-dihydronaphthalen-1(2H)-one